N1(CCOCC1)C(=S)[S-] morpholine-4-carbodithioate